N-(2-(2-(tert-Butyl(hydroxy)amino)ethoxy)ethyl)-3',6'-bis(dimethylamino)-3-oxo-3H-spiro[isobenzofuran-1,9'-xanthene]-6-carboxamide C(C)(C)(C)N(CCOCCNC(=O)C1=CC=C2C(OC3(C4=CC=C(C=C4OC=4C=C(C=CC34)N(C)C)N(C)C)C2=C1)=O)O